N-(5-(1-(2,6-difluorobenzyl)-5-((dimethylamino)methyl)-6-(4-Nitrophenyl)-2,4-dioxo-1,2-dihydrothieno[2,3-d]pyrimidin-3(4H)-yl)pyridin-2-yl)-N-methylmethanesulfonamide FC1=C(CN2C(N(C(C3=C2SC(=C3CN(C)C)C3=CC=C(C=C3)[N+](=O)[O-])=O)C=3C=CC(=NC3)N(S(=O)(=O)C)C)=O)C(=CC=C1)F